2-(9,9-dimethyl-9H-fluoren-2-yl)pyrimidine CC1(C2=CC=CC=C2C=2C=CC(=CC12)C1=NC=CC=N1)C